[B].[Ti].[Mg].[Na] sodium-magnesium-titanium-boron